C(C=C)(=O)N1CCC(CC1)OC=1C=C2C(=C(C=NC2=CC1C=1C=NN(C1)C)C#N)NC1=CC(=C(C=C1)F)Cl 6-((1-acryloylpiperidin-4-yl)oxy)-4-((3-chloro-4-fluorophenyl)amino)-7-(1-methyl-1H-pyrazol-4-yl)quinoline-3-carbonitrile